C(CC=C)OC1=C(C(=CC=C1)C)C1=CC(=C(C(=C1)C)F)[C@H](CC(=O)OCC)NC([C@H](CCC=C)N1C(C=CC(=C1)CCN(C)C)=O)=O Ethyl (S)-3-(2'-(but-3-en-1-yloxy)-4-fluoro-5,6'-dimethyl-[1,1'-biphenyl]-3-yl)-3-((S)-2-(5-(2-(dimethylamino)ethyl)-2-oxopyridin-1(2H)-yl)hex-5-enamido)propanoate